N-((S)-1-(((S)-1-amino-1-oxo-3-((S)-2-oxopiperidin-3-yl)propan-2-yl)amino)-3-cyclopropyl-1-oxopropan-2-yl)-7-fluoro-4-methoxy-1H-indole-2-carboxamide NC([C@H](C[C@H]1C(NCCC1)=O)NC([C@H](CC1CC1)NC(=O)C=1NC2=C(C=CC(=C2C1)OC)F)=O)=O